SC=1C=C(C=CC1)C(C(=O)OCCOC(C(C)C1=CC(=CC=C1)S)=O)C ethylene glycol bis(3-mercaptophenyl-propionate)